C(C)OCOC1(CC1)C1=NC=C(C=N1)O 2-[1-(ethoxymethoxy)cyclopropyl]pyrimidin-5-ol